C(CCCCCCCCCCCC)OC(CCCCCCCCCCCCCCCCC)=O tridecyl-stearate